N-(2-amino-1-{5-[4-(trifluoromethoxy)phenyl]-1,3,4-oxadiazol-2-yl}ethyl)-4-chlorobenzamide NCC(C=1OC(=NN1)C1=CC=C(C=C1)OC(F)(F)F)NC(C1=CC=C(C=C1)Cl)=O